CN1C([C@H]2NC[C@@H](NC3=CC=CC(NC=4C=NN(C4CCC1)C)=N3)C2)=O (3S,6S)-8,13-dimethyl-2,5,8,13,14,17,22-heptazatetracyclo[16.3.1.13,6.012,16]tricosa-1(21),12(16),14,18(22),19-pentaen-7-one